Tert-butyl 3-(5-(3-cyano-6-(1-(trifluoromethyl)-1H-pyrazol-4-yl) pyrazolo[1,5-a]pyridin-4-yl) pyridin-2-yl)-3,6-diazabicyclo[3.1.1]heptane-6-carboxylate C(#N)C=1C=NN2C1C(=CC(=C2)C=2C=NN(C2)C(F)(F)F)C=2C=CC(=NC2)N2CC1N(C(C2)C1)C(=O)OC(C)(C)C